(2R)-2-(6-{5-chloro-2-[(1-methyl-1H-pyrazol-5-yl)amino]pyrimidin-4-yl}-1-oxo-2,3-dihydro-1H-isoindol-2-yl)-N-[(1R)-1-(6-methylpyridin-2-yl)ethyl]propionamide ClC=1C(=NC(=NC1)NC1=CC=NN1C)C1=CC=C2CN(C(C2=C1)=O)[C@@H](C(=O)N[C@H](C)C1=NC(=CC=C1)C)C